CN(C)CC1(COC1)C=1SC2=C(N1)C=C(C=C2)[C@@H]2NC[C@H](CC2)C (2R,5S)-2-(2-(3-((dimethylamino)methyl)oxetan-3-yl)benzo[d]thiazol-5-yl)-5-methylpiperidin